4-[5-Chloro-3-[1-[(3,3-difluorocyclobutyl)methyl]pyrazol-4-yl]quinoxalin-6-yl]oxy-3-fluoro-benzene-1,2-diamine ClC1=C2N=C(C=NC2=CC=C1OC=1C(=C(C(=CC1)N)N)F)C=1C=NN(C1)CC1CC(C1)(F)F